ClC1=C(C(=CC=C1)Cl)CC(=O)NC1=CC(=NC=C1)N(C(C)=O)C1=CC(=CC=C1)F N-{4-[2-(2,6-dichlorophenyl)acetamido]pyridin-2-yl}-N-(3-fluorophenyl)acetamide